2-(2,5-dimethyl-1H-pyrrol-1-yl)-6-methoxythiazolo[4,5-b]pyrazine CC=1N(C(=CC1)C)C=1SC=2C(=NC=C(N2)OC)N1